C(CCCCCCCCCCCCCCCCCCCCC)(=O)OCC(COC(CCCCCCCCC)=O)O 3-(decanoyloxy)-2-hydroxypropyl docosanoate